3-((tert-butyldimethylsilyl)oxy)-N-methoxy-N,2,4-trimethyldeca-6,8-dienamide [Si](C)(C)(C(C)(C)C)OC(C(C(=O)N(C)OC)C)C(CC=CC=CC)C